C(C)(C)(C)OC([C@@H](NC(=O)OC(C)(C)C)CCC(=O)O)=O Boc-L-glutamic acid 1-t-butyl ester